C(C=C)(=O)N1C[C@H]([C@@H](C1)OCC1=CC=C(C=C1)C(F)(F)F)N1N=C(C=C1)C(=O)NC 1-(trans-1-acryloyl-4-(4-(trifluoromethyl)benzyloxy)pyrrolidin-3-yl)-N-methyl-1H-pyrazole-3-carboxamide